N,N'-(2,3-dihydroxybutane-1,4-diyl)bis(3-(perfluorophenyl)propanamide) OC(CNC(CCC1=C(C(=C(C(=C1F)F)F)F)F)=O)C(CNC(CCC1=C(C(=C(C(=C1F)F)F)F)F)=O)O